NC=1N=CC2=C(N1)N(C(S2)=O)[C@@H]2O[C@@H](C[C@H]2O)[C@H](CC)O 5-amino-3-[(2R,3R,5S)-3-hydroxy-5-[(1S)-1-hydroxypropyl]tetrahydrofuran-2-yl]thiazolo[4,5-d]pyrimidin-2-one